CCCCCCCC/C=C\CCCCCCCCCC(=O)O[C@H](COC(=O)CCCC/C=C\C/C=C\C/C=C\C/C=C\CC)COP(=O)(O)OC[C@@H](C(=O)O)N 1-(6Z,9Z,12Z,15Z-octadecatetraenoyl)-2-(11Z-eicosenoyl)-glycero-3-phosphoserine